N(=[N+]=[N-])CC(COS(=O)(=O)O)(C)S(=O)(=O)C1(CC1)CN1C(C2=C(CC1)C(=NN2C)C(=O)O)=O 6-((1-((1-Azido-2-methyl-3-(sulfooxy)propan-2-yl)sulfonyl)cyclopropyl)methyl)-1-methyl-7-oxo-4,5,6,7-tetrahydro-1H-pyrazolo[3,4-c]pyridine-3-carboxylic acid